C(C)C(C(=O)OCCOCCOCCOC(C=C(C)C)=O)=C triethylene glycol dimethyl-acrylate Ethyl-acrylate